BrC1=CC2=C(C(N3[C@@H](CO2)CN(CC3)C(=O)OC(C)(C)C)=O)N=C1 tert-butyl (6aR)-3-bromo-12-oxo-6a,7,9,10-tetrahydro-12H-pyrazino[2,1-c]pyrido[2,3-f][1,4]oxazepine-8(6H)-carboxylate